(S)-6-nitro-3-phenyl-2-(1-(tetrahydro-2H-pyran-4-yl)pyrrolidin-2-yl)quinazolin-4(3H)-one [N+](=O)([O-])C=1C=C2C(N(C(=NC2=CC1)[C@H]1N(CCC1)C1CCOCC1)C1=CC=CC=C1)=O